6-chloro-N-(5-chloro-3-fluoro-6-methoxypyridin-2-yl)-1-benzofuran-3-sulfonamide ClC1=CC2=C(C(=CO2)S(=O)(=O)NC2=NC(=C(C=C2F)Cl)OC)C=C1